N-cyclopentyl-2-(2-methyl-2,6-diazaspiro[3.4]octan-6-yl)benzo[d]thiazole-6-carboxamide C1(CCCC1)NC(=O)C1=CC2=C(N=C(S2)N2CC3(CN(C3)C)CC2)C=C1